COC(CCC=CCC(C=CC#CC=CC=C)O)=O 7-hydroxypentadeca-4,8,12,14-tetraen-10-ynoic acid methyl ester